bis((pivaloyloxy)methyl) ((9-((2R,3R,4S,5R)-3,4-dihydroxy-5-((sulfamoyloxy) methyl) tetrahydrofuran-2-yl)-9H-purin-6-yl)carbamoyl)-L-glutamate O[C@H]1[C@@H](O[C@@H]([C@H]1O)COS(N)(=O)=O)N1C2=NC=NC(=C2N=C1)NC(=O)N[C@@H](CCC(=O)OCOC(C(C)(C)C)=O)C(=O)OCOC(C(C)(C)C)=O